6-(4-fluorophenyl)-3-(1-methyl-1H-pyrazol-4-yl)-5-(4-methyl-quinazolin-6-yl)pyridin-2-amine FC1=CC=C(C=C1)C1=C(C=C(C(=N1)N)C=1C=NN(C1)C)C=1C=C2C(=NC=NC2=CC1)C